tert-butyl-7-(3-(2-(1,3-dioxolan-2-yl)thiazol-4-yl)propyl)-3,4-dihydro-1,8-naphthyridine C(C)(C)(C)C1=NC2=NC(=CC=C2CC1)CCCC=1N=C(SC1)C1OCCO1